2-(adamantan-2-yl)-N-(2-chloro-1-{[2-(trimethylsilyl)ethoxy]methyl}-1H-1,3-benzodiazol-6-yl)acetamide C12C(C3CC(CC(C1)C3)C2)CC(=O)NC=2C=CC3=C(N(C(=N3)Cl)COCC[Si](C)(C)C)C2